1-((3aR,4R,6R,6aS)-6-(hydroxymethyl)-2,2,6a-trimethyltetrahydrofuro[3,4-d][1,3]dioxol-4-yl)pyrimidine-2,4(1H,3H)-dione OC[C@H]1O[C@H]([C@H]2[C@]1(OC(O2)(C)C)C)N2C(NC(C=C2)=O)=O